FC(=C(C(C(C(OC(C(I)(F)F)(F)F)(F)F)(F)F)(F)F)F)OC(=C(F)C(C(C(OC(C(F)(F)I)(F)F)(F)F)(F)F)(F)F)F perfluoro-[6-iodo-4-oxa-hexyl-vinyl] ether